[C@H](C)(CC)[C@@H]1N=C(C2=C(N(C1=O)CC(=O)NS(N)(=O)=O)C=CC(=C2)Cl)C2=CC=CC=C2 2-((S)-3-((S)-sec-butyl)-7-chloro-2-oxo-5-phenyl-2,3-dihydro-1H-benzo[e][1,4]diazepin-1-yl)-N-sulfamoyl-acetamide